NC1=NC(=CC(=N1)N1CCC2(C[C@H](NC2)C(=O)OCC)CC1)O[C@@H](C(F)(F)F)C1=C(C=CC=C1Br)Br (S)-ethyl 8-(2-amino-6-((R)-1-(2,6-dibromophenyl)-2,2,2-trifluoroethoxy)pyrimidin-4-yl)-2,8-diazaspiro[4.5]decane-3-carboxylate